NC1=C(C2=C(S1)CC(CCC2)(F)F)C(=O)C2=C(C=CC=C2F)F (2-amino-7,7-difluoro-5,6,7,8-tetrahydro-4H-cyclohepta[b]thiophen-3-yl)(2,6-difluorophenyl)methanone